C(C)(C)(C)OC(=O)N1CCN(CC1)C1=C2C(=NS1)C=C(C(=C2)Cl)C2=CC(=CC1=CC=CC=C21)OC 4-(5-chloro-6-(3-methoxynaphthalen-1-yl)benzo[c]isothiazol-3-yl)piperazine-1-carboxylic acid tert-butyl ester